3-(6-amino-3-pyridinyl)-1-sulfamoyl-pyrrole-2-carboxylic acid NC1=CC=C(C=N1)C1=C(N(C=C1)S(N)(=O)=O)C(=O)O